N-(3-fluoro-bicyclo[1.1.1]pentan-1-yl)-4-(trifluoromethyl)benzamide FC12CC(C1)(C2)NC(C2=CC=C(C=C2)C(F)(F)F)=O